ClC1=C(C(=CC=C1Cl)O)N1CC(CCC1)C(=O)N 1-(2,3-dichloro-6-hydroxyphenyl)piperidine-3-carboxamide